(7-Fluorochroman-4-yl)-N-(3-sulfamoylphenyl)-4-(trifluoromethyl)benzamide FC1=CC=C2C(CCOC2=C1)C1=C(C(=O)NC2=CC(=CC=C2)S(N)(=O)=O)C=CC(=C1)C(F)(F)F